Cl.N1N=NN=C1 tetrazole, hydrochloride